5-chloromethyl-4-thiazoline ClCC1=CNCS1